(R)-5-(1-cyclopropyl-1H-pyrazol-4-yl)-2-(4,4-difluoroazepan-1-yl)-4-methyl-N-(3-(S-methyl-N-(methylglycyl)sulfonimidoyl)phenyl)nicotinamide C1(CC1)N1N=CC(=C1)C=1C=NC(=C(C(=O)NC2=CC(=CC=C2)[S@@](=O)(=NC(CNC)=O)C)C1C)N1CCC(CCC1)(F)F